NC=1C=CC(=C(C1)S(=O)(=O)NCC1=C(C=C(C=C1)OC)OC)C1=NOC(=N1)C(F)(F)F 5-amino-N-(2,4-dimethoxybenzyl)-2-[5-(trifluoromethyl)-1,2,4-oxadiazol-3-yl]Benzenesulfonamide